2,2',7,7'-Tetra(N,N-di-p-tolyl)amino-9,9-spirobifluoren C1(=CC=C(C=C1)N(C1=CC=C(C=C1)C)C1=CC=2C3(C4=CC(=CC=C4C2C=C1)N(C1=CC=C(C=C1)C)C1=CC=C(C=C1)C)C1=CC(=CC=C1C=1C=CC(=CC13)N(C1=CC=C(C=C1)C)C1=CC=C(C=C1)C)N(C1=CC=C(C=C1)C)C1=CC=C(C=C1)C)C